[Si](C)(C)(C(C)(C)C)OC(C(F)(F)F)C1=CC(=C(C=N1)C=1C(N(C2=CC(=NC=C2C1)NC(=O)C1CC1)C)=O)C N-(3-(6-(1-((tert-butyldimethylsilyl)oxy)-2,2,2-trifluoroethyl)-4-methylpyridin-3-yl)-1-methyl-2-oxo-1,2-dihydro-1,6-naphthyridin-7-yl)cyclopropanecarboxamide